FC(C(CC(=O)N)C)(F)F 4,4,4-trifluoro-3-methylbutanamide